C(C)(C)(C)OC(NC1=NC(=CC(=C1)NC1=C(C=CC=C1)OC)C(=O)N1CCN(CC1)C1=CC=CC=C1)=O (4-((2-Methoxyphenyl)amino)-6-(4-phenylpiperazine-1-carbonyl)pyridin-2-yl)carbamic acid tert-butyl ester